1-(4-((4-(Trifluoromethyl)benzyl)oxy)benzyl)-1H-imidazole-4-carboxylic acid methyl ester COC(=O)C=1N=CN(C1)CC1=CC=C(C=C1)OCC1=CC=C(C=C1)C(F)(F)F